COCCN1N=CC(=C1)N1N=CC=C1 2-(1-(2-methoxyethyl)-1H-pyrazol-4-yl)pyrazole